trimethylsilylethyl-α-cyanoacrylate C[Si](C)(C)CCOC(C(=C)C#N)=O